2-(Thien-2-yl)-1H-benzo[d]imidazole-4-carboxamide S1C(=CC=C1)C1=NC2=C(N1)C=CC=C2C(=O)N